4-[[2-Fluoro-6-[2-methoxy-4-(trifluoromethoxy)phenoxy]-3-(trifluoromethyl)benzoyl]amino]-5-methylpyridine-2-carboxamide FC1=C(C(=O)NC2=CC(=NC=C2C)C(=O)N)C(=CC=C1C(F)(F)F)OC1=C(C=C(C=C1)OC(F)(F)F)OC